C(#N)C1(CCN(CC1)C(=O)NC=1SC(=C(N1)C1=CC(=CC=C1)C#N)C1=CC(=NC(=C1)C)C)C#N 4,4-Dicyano-N-[4-(3-cyanophenyl)-5-(2,6-dimethyl-4-pyridyl)thiazol-2-yl]piperidin-1-carboxamid